ethyl 2-methylpyridine-3-carboxylate CC1=NC=CC=C1C(=O)OCC